2,5-diacetoxy-p-Benzoquinone C(C)(=O)OC=1C(C=C(C(C1)=O)OC(C)=O)=O